FC=1C=C(N2N=C(N=CC21)N[C@H]2[C@@H](CN(CC2)S(=O)(=O)C)O)C2=CC=C(C=C2)F (3R,4R)-4-((5-fluoro-7-(4-fluorophenyl)pyrrolo[2,1-f][1,2,4]triazin-2-yl)amino)-1-(methylsulfonyl)piperidin-3-ol